(R)-tert-butyl (8-(3-(2,3-dichlorophenyl)-5-methyl-4-oxo-4,5-dihydro-2H-pyrazolo[3,4-d]pyrimidin-6-yl)-8-azaspiro[4.5]decan-1-yl)carbamate ClC1=C(C=CC=C1Cl)C=1NN=C2N=C(N(C(C21)=O)C)N2CCC1(CCC[C@H]1NC(OC(C)(C)C)=O)CC2